BrC1=CC=CC=2CS(CC21)=O 4-bromo-1,3-dihydro-2λ4-benzo[C]thiophen-2-one